3-chloro-5-[2-[3-[(4-methanesulfonylphenoxy)methyl]-4-methylpyrrolidin-1-yl]propyl]benzonitrile ClC=1C=C(C#N)C=C(C1)CC(C)N1CC(C(C1)C)COC1=CC=C(C=C1)S(=O)(=O)C